N,N-dimethyl-3-methylbenzamide CN(C(C1=CC(=CC=C1)C)=O)C